ClC1=CC(=CC(=N1)C(=O)NC1CCC(CC1)OCCOC)N1C=NC=C1 6-chloro-4-(1H-imidazol-1-yl)-N-((1r,4r)-4-(2-methoxyethoxy)cyclohexyl)picolinamide